NCC(=O)N[C@@H](CC1=CC=CC=C1)C(=O)N[C@H](CCC(=O)[O-])C(=O)[O-] glycyl-L-phenylalanyl-D-glutamate